6-((4-fluorophenyl)amino)-N-methoxy-4-((2-(N-methylmethanesulfonamido)phenyl)amino)nicotinamide FC1=CC=C(C=C1)NC1=NC=C(C(=O)NOC)C(=C1)NC1=C(C=CC=C1)N(S(=O)(=O)C)C